C(C)OCCOCCOCCOC1=CC=C(C[C@@H]2N(CCN(CCN(CCN(C2)CC(=O)O)CC(=O)O)CC(=O)O)CC(=O)O)C=C1 2,2',2'',2'''-[(2S)-2-(4-(2-[2-(2-ethoxyethoxy)ethoxy]ethoxy)benzyl)-1,4,7,10-tetraazacyclododecane-1,4,7,10-tetrayl]tetraacetic acid